OC1=C2C(=C3C(=C(C(OC3=C1C=O)=O)CC(=O)N1CCOCC1)C)CCO2 4-hydroxy-9-methyl-8-(2-morpholino-2-oxoethyl)-7-oxo-1,7-dihydro-2H-furo[3,2-f]chromene-5-carbaldehyde